O=C1N(CCC1)C1=CC=C(C=C1)C=1C=C(C=NC1)C1=C(NC2=NC=CC=C21)C#N 3-(5-(4-(2-oxopyrrolidin-1-yl)phenyl)pyridin-3-yl)-1H-pyrrolo[2,3-b]pyridine-2-carbonitrile